C1(CCCCC1)C=1C=C(C=CC1O)C1(CCCCC1)C1=C(C=C(C=C1)O)O 4-[1-[3-cyclohexyl-4-hydroxyphenyl]cyclohexyl]benzene-1,3-diol